(2R)-1-{[(6-Bromo-3-fluoropyridin-2-yl)methyl](4-methoxybenzyl)amino}butan-2-ol BrC1=CC=C(C(=N1)CN(C[C@@H](CC)O)CC1=CC=C(C=C1)OC)F